BrC1=CC=C(C=C1)NC(C1=NC(=CC=C1)N1C=NC=C1)=O N-(4-bromophenyl)-6-(1H-imidazol-1-yl)picolinamide